C1CC(C=CC1CC(=O)C(=O)[O-])O The molecule is a 2-oxo monocarboxylic acid anion that is the conjugate base of tetrahydro-4-hydroxyphenylpyruvic acid, obtained by deprotonation of the carboxy group; major species at pH 7.3. It derives from a pyruvate. It is a conjugate base of a tetrahydro-4-hydroxyphenylpyruvic acid.